2-fluoro-1-(3-(7-(4-methylpiperidine-1-carbonyl)-3-(6-(trifluoromethyl)pyridin-3-yl)-1H-indazol-1-yl)azetidin-1-yl)prop-2-en-1-one Platinum [Pt].FC(C(=O)N1CC(C1)N1N=C(C2=CC=CC(=C12)C(=O)N1CCC(CC1)C)C=1C=NC(=CC1)C(F)(F)F)=C